para-aminophenylporphyrin NC1=CC=C(C=C1)C1=C2NC(=C1)C=C1C=CC(=N1)C=C1C=CC(N1)=CC=1C=CC(N1)=C2